N-{6-fluoro-7-methoxy-1H,2H,3H-cyclopenta[b]quinolin-9-yl}-1-(2-methoxyethyl)piperidin-4-amine FC=1C(=CC=2C(=C3C(=NC2C1)CCC3)NC3CCN(CC3)CCOC)OC